CN(C(COC=1C=C(C=CC1OC1=CC=CC=C1)N1C(N(C(NC1=O)=O)C1=CC=CC=C1)=O)=O)C 1-{3-[2-(dimethylamino)-2-oxoethoxy]-4-phenoxyphenyl}-3-phenyl-1,3,5-triazine-2,4,6-trione